(1aR,5aR)-2-((R)-3-Methyl-1,1-dioxo-tetrahydro-1λ6-thiophen-3-yl)-1a,2,5,5a-tetrahydro-1H-2,3-diaza-cyclopropa[a]pentalene-4-carboxylic acid (1-pyridin-2-yl-cyclobutyl)-amide N1=C(C=CC=C1)C1(CCC1)NC(=O)C=1C=2C[C@@H]3[C@H](C2N(N1)[C@]1(CS(CC1)(=O)=O)C)C3